BrC=1C(=C2COC(C2=CC1)=O)C 5-bromo-4-methyl-3H-isobenzofuran-1-one